2-((5-(6-((4-Cyano-2-fluorobenzyl)oxy)pyridin-2-yl)-2,5-diazabicyclo[4.1.0]heptan-2-yl)methyl)-1-((1-ethyl-1H-1,2,3-triazol-5-yl)methyl)-1H-benzo[d]imidazole-6-carboxylic acid C(#N)C1=CC(=C(COC2=CC=CC(=N2)N2CCN(C3CC23)CC2=NC3=C(N2CC2=CN=NN2CC)C=C(C=C3)C(=O)O)C=C1)F